N-{5-chloro-6-[5-(4-hydroxybutyl)-1,2,4-oxadiazol-3-yl]pyridin-3-yl}-N-(7-cyclopentylpyrazolo[1,5-a]pyrimidin-6-yl)urea ClC=1C=C(C=NC1C1=NOC(=N1)CCCCO)N(C(=O)N)C=1C=NC=2N(C1C1CCCC1)N=CC2